catechol-phosphonate C1(O)=C(O)C(=CC=C1)P([O-])(=O)[O-]